C(C(=C)C)(=O)OOC1=CC=C(C(=O)O)C=C1 4-(methacryloxyoxy)benzoic acid